Methyl D-glucopyranoside O(C1[C@H](O)[C@@H](O)[C@H](O)[C@H](O1)CO)C